CN1C(C(C=C1)=O)=O N-Methylpyrroldion